C(C)OC(=O)C=1N(C=C(C1C1=CC=CC=C1)C1=C(C(=CC=C1)OC)F)N 1-amino-4-(2-fluoro-3-methoxyphenyl)-3-phenyl-1H-pyrrole-2-carboxylic acid ethyl ester